BrC=1C=C(OCC=2OC(=NN2)C)C=CC1F 2-[(3-bromo-4-fluoro-phenoxy)methyl]-5-methyl-1,3,4-oxadiazole